N(=[N+]=[N-])C1CN(C1)C(=O)OC(C)(C)C tert-butyl 3-azido-azetidine-1-carboxylate